5-amino-2-bromopyridine-4-carboxylic acid Methyl-5-amino-2-bromopyridine-4-carboxylate COC(=O)C1=CC(=NC=C1N)Br.NC=1C(=CC(=NC1)Br)C(=O)O